4-amino-1-((2R,3S,4R,5R)-5-ethynyl-3-fluoro-4-hydroxy-5-(hydroxymethyl)tetrahydrofuran-2-yl)-5-fluoropyrimidin-2(1H)-one NC1=NC(N(C=C1F)[C@@H]1O[C@@]([C@H]([C@@H]1F)O)(CO)C#C)=O